tert-butyl (1S,2S,5R)-2-(((7-bromo-2,6-dichloro-4-hydroxyquinazolin-5-yl)oxy)methyl)-3,8-diazabicyclo[3.2.1]octane-8-carboxylate BrC1=C(C(=C2C(=NC(=NC2=C1)Cl)O)OC[C@@H]1[C@@H]2CC[C@H](CN1)N2C(=O)OC(C)(C)C)Cl